BrC1=CC2=C(N(C(S2)=O)CN2C=NC=C2)C=C1 6-bromo-3-(1H-imidazol-1-ylmethyl)-1,3-benzothiazol-2(3H)-one